COC1=C(C=CC(=C1)OC)CNC(=O)C1=CC2=C(C(=N1)C(=O)OC)C=NN2C methyl 6-{[(2,4-dimethoxyphenyl)methyl]carbamoyl}-1-methyl-1H-pyrazolo[4,3-c]pyridine-4-carboxylate